C(C=C)(=O)NC=1C=CC=C2C=CC(=CC12)C1=CC=CC(=N1)C(=O)NCCC=1SC=CC1 6-[8-(prop-2-enamido)naphthalen-2-yl]-N-[2-(thiophen-2-yl)ethyl]pyridine-2-carboxamide